tert-butyl 6-((4-((3-chloro-4-fluorophenyl)amino)-6-cyanopyridin-2-yl)amino)-1H-indole-1-carboxylate tert-butyl-6-((4-chloro-6-cyanopyridin-2-yl)amino)-1H-indole-1-carboxylate C(C)(C)(C)OC(=O)N1C=CC2=CC=C(C=C12)NC1=NC(=CC(=C1)Cl)C#N.ClC=1C=C(C=CC1F)NC1=CC(=NC(=C1)C#N)NC1=CC=C2C=CN(C2=C1)C(=O)OC(C)(C)C